FC1=C(C(=CC(=C1)OC1CN(C1)CCC)F)C1N(C(CC2=C1NC1=CC=CC=C21)C)CC(C)C [2,6-difluoro-4-(1-propylazetidin-3-yl)oxy-phenyl]-2-isobutyl-3-methyl-1,3,4,9-tetrahydropyrido[3,4-b]indole